barium-oxide [O-2].[Ba+2]